FC1=CC=C2C(=C1)O[C@@H](C1=C2NC2=C(C=C(C=C12)F)F)C1=NN=C(O1)O (S)-5-(3,8,10-trifluoro-6,11-dihydrochromeno[4,3-b]indol-6-yl)-1,3,4-oxadiazol-2-ol